2-methyl-4-((1S,2S)-2-(4,4,5,5-tetramethyl-1,3,2-dioxaborolan-2-yl)cyclopropyl)benzonitrile CC1=C(C#N)C=CC(=C1)[C@@H]1[C@H](C1)B1OC(C(O1)(C)C)(C)C